C(C)OC1=CC=C(C=C1)N1[C@H]2CC([C@@H](C1)CC2(C)C)=O (1S,4R)-2-(4-ethoxyphenyl)-7,7-dimethyl-2-azabicyclo[2.2.2]octan-5-one